C1(CC1)CNC1=C(C=C(C=C1)S(=O)(=O)CC)C=1C=CC(N(C1)C)=O 5-[2-(cyclopropylmethylamino)-5-ethylsulfonylphenyl]-1-methylpyridin-2-one